2-[6-amino-5-[8-[2-[3-(5-oxa-2-azaspiro[3.5]nonan-2-yl)prop-1-ynyl]-4-pyridinyl]-3,8-diazabicyclo[3.2.1]oct-3-yl]pyridazin-3-yl]phenol NC1=C(C=C(N=N1)C1=C(C=CC=C1)O)N1CC2CCC(C1)N2C2=CC(=NC=C2)C#CCN2CC1(C2)OCCCC1